ClC1=C(C=CC(=C1OCC1=CC=C(C=C1)OC)OCC1=CC=C(C=C1)OC)C1=CC(=NO1)[C@]1([C@@H](N2C(C[C@H]2S1(=O)=O)=O)C(=O)OC(C1=CC=CC=C1)C1=CC=CC=C1)C (2S,3R,5R)-benzhydryl 3-(5-(2-chloro-3,4-bis((4-methoxybenzyl)oxy)phenyl)isoxazol-3-yl)-3-methyl-7-oxo-4-thia-1-azabicyclo[3.2.0]heptane-2-carboxylate 4,4-dioxide